(E)-3-(4-((E)-2-(2,5-difluorophenyl)-1-(1H-indazol-5-yl)but-1-en-1-yl)phenyl)acrylic acid FC1=C(C=C(C=C1)F)/C(=C(/C=1C=C2C=NNC2=CC1)\C1=CC=C(C=C1)/C=C/C(=O)O)/CC